CC1=CC=C(C=C1)S(=O)(=O)O.CC1=CC=C(C=C1)S(=O)(=O)O.N[C@H](C(=O)O[C@@H]1C[C@H]2N(CCC3=CC(=C(C=C23)OC)OC)C[C@H]1CC(C)C)C(C)C (2r,3r,11br)-3-isobutyl-9,10-dimethoxy-2,3,4,6,7,11b-hexahydro-1H-pyrido[2,1-a]isoquinolin-2-yl (S)-2-amino-3-methylbutanoate bis(4-methylbenzenesulfonate)